bromo-5-methyl-uracil BrC1=C(C(NC(N1)=O)=O)C